FC1=CC2=C(C(=NO2)C2CCN(CC2)CCCC=2C=C3CCN(C3=CC2)C(CC)=O)C=C1 1-(5-(3-(4-(6-fluorobenzo[d]isoxazol-3-yl)piperidin-1-yl)propyl)indolin-1-yl)propan-1-one